(2-(4-(pyrrolidine-1-carbonyl)phenyl)thiazol-4-yl)methylmethanesulfonic acid methyl ester COS(=O)(=O)CCC=1N=C(SC1)C1=CC=C(C=C1)C(=O)N1CCCC1